ClC=1C=C(OCCN2CCN(CC2)C(=O)OC(C)(C)C)C=CC1C=1N(C2=NC=NC(=C2N1)Cl)CC1=NC=CC(=C1)Cl tert-butyl 4-(2-(3-chloro-4-(6-chloro-9-((4-chloropyridin-2-yl)methyl)-9H-purin-8-yl)phenoxy)ethyl)piperazine-1-carboxylate